(R)-6-(2-(3-chlorophenyl)-2-hydroxyacetyl)-2-(1-(3-cyclohexylphenyl)cyclopropyl)-5,6,7,8-tetrahydropyrido[4,3-d]pyrimidin-4(3H)-one ClC=1C=C(C=CC1)[C@H](C(=O)N1CC2=C(N=C(NC2=O)C2(CC2)C2=CC(=CC=C2)C2CCCCC2)CC1)O